zinc-zinc hydride [H-].[Zn+2].[Zn+2].[H-].[H-].[H-]